Cis-(1R,2S)-1-(2-chlorophenyl)-N2-[3,4-dimethoxyphenethyl]-N1-methyl-cyclohexane-1,2-diamine dihydrochloride Cl.Cl.ClC1=C(C=CC=C1)[C@]1([C@H](CCCC1)NCCC1=CC(=C(C=C1)OC)OC)NC